5-(chloro-methyl)-1-(2,2,2-trifluoroethyl)tetrazole ClCC1=NN=NN1CC(F)(F)F